C(C)(C)(C)OC(=O)N1C(CNCC1)C=1C=NC(=CC1)NC=1C2=C(C(=NC1)S(=O)(=O)C)CN(C2=O)CC2=C(C=C(C=C2)OC)OC (6-((2-(2,4-dimethoxybenzyl)-4-(methylsulfonyl)-1-oxo-2,3-dihydro-1H-pyrrolo[3,4-c]pyridin-7-yl)amino)pyridin-3-yl)piperazine-1-carboxylic acid tert-butyl ester